C(C1=CC=CC=C1)C(C(=O)NC=1C=NC2=C(C=CC=C2C1)F)(C=C(F)F)C 2-benzyl-4,4-difluoro-N-(8-fluoro-3-quinolyl)-2-methyl-but-3-enamide